FC1(CCN(CC1)C=1N=C2N(C(C1)=O)C=C(C=C2[C@@H](C)NC2=C(C(=O)O)C=CC=C2)C)F (R)-2-((1-(2-(4,4-Difluoropiperidin-1-yl)-7-methyl-4-oxo-4H-pyrido[1,2-a]pyrimidin-9-yl)ethyl)amino)benzoic acid